NC=1C=C(C=CC1)S(=O)(=O)NC(CC1=CC(=CC=C1)C#N)C=1SC=CN1 3-amino-N-[2-(3-cyanophenyl)-1-thiazol-2-yl-ethyl]benzenesulfonamide